Cis-2-(2-(1H-1,2,3-Triazol-4-yl)ethyl)-N-(3-chloro-4-fluorophenyl)-5-(thiazol-2-yl)-1,2,6-thiadiazinane-3-carboxamide 1,1-dioxide N1N=NC(=C1)CCN1S(N[C@@H](C[C@@H]1C(=O)NC1=CC(=C(C=C1)F)Cl)C=1SC=CN1)(=O)=O